P(=O)(O)(O)OC[C@@H]1[C@H]([C@H]([C@@H](O1)N1C(=O)N=C(N)C=C1)O)O cytidine monophosphate